C(CC)S(=O)(=O)O.CN(C)CC=C N,N-dimethylallyl-amine propanesulfonate